2-(4-cyclopropyl-6-methoxy-pyrimidin-5-yl)-4-[[4-[1-methyl-4-(trifluoromethyl)imidazol-2-yl]phenyl]methoxy]-6-(trifluoromethyl)pyrido[2,3-d]pyrimidine C1(CC1)C1=NC=NC(=C1C=1N=C(C2=C(N1)N=CC(=C2)C(F)(F)F)OCC2=CC=C(C=C2)C=2N(C=C(N2)C(F)(F)F)C)OC